ClC1=CC=C(C=C1)C1=CC(=C(O1)C(=O)O)C(F)(F)F 5-(4-chlorophenyl)-3-(trifluoromethyl)furan-2-carboxylic acid